1-(3-fluorophenyl)-1-((4'-methoxybiphenyl-4-yl)methyl)-3-(3-(trifluoromethyl)phenyl)urea FC=1C=C(C=CC1)N(C(=O)NC1=CC(=CC=C1)C(F)(F)F)CC1=CC=C(C=C1)C1=CC=C(C=C1)OC